FC1(CCC(CC1)NC1=NC(=CC(=N1)C(=O)OCC)N1N=C(C=C1C)C)F ethyl 2-((4,4-difluorocyclohexyl)amino)-6-(3,5-dimethyl-1H-pyrazol-1-yl)pyrimidine-4-carboxylate